N=1C=CCC(CC1)=O Azepin-5(6H)-one